1H-thieno[2',3':4,5]Benzo[1,2-d]imidazole-6-carboxylate N1C=NC2=C1C=C1C(=C2)SC(=C1)C(=O)[O-]